N[N+]1=CC=CC=C1 1-Aminopyridinium